ClC=1C=C(C=NC1)C(=O)O 5-chloro-pyridine-3-carboxylic acid